C(=O)C=1C=C(C=C(C1)C(=O)OC)C(=O)OC 1,3-dimethyl 5-formylbenzene-1,3-dicarboxylate